N-(4,4-Dimethyl-pentyl)-2-isopropyl-4-methyl-6-[(3R)-3-methyl-morpholin-4-yl]-pyridine-3-carboxylic acid amide CC(CCCNC(=O)C=1C(=NC(=CC1C)N1[C@@H](COCC1)C)C(C)C)(C)C